(E)-3-(3,5-dichloro-4-(4-hydroxy-3-isopropylbenzyl)phenyl)acryloyl chloride ClC=1C=C(C=C(C1CC1=CC(=C(C=C1)O)C(C)C)Cl)/C=C/C(=O)Cl